2-(3-bromo-5-(ethylamino)phenyl)-4-(trifluoromethyl)isoindolin-1-one BrC=1C=C(C=C(C1)NCC)N1C(C2=CC=CC(=C2C1)C(F)(F)F)=O